[Si].C(C)C(COP(O)(=O)C(N)CC(CCCC)CC)CCCC 2-ethylhexyl-aminomethyl-phosphonic acid mono(2-ethylhexyl) ester silicon